N-(1-(5-cyano-1-(4-(trifluoro-methyl)phenyl)-1H-pyrazolo[4,3-b]pyridin-3-yl)pyrrolidin-3-yl)-acrylamide C(#N)C1=CC=C2C(=N1)C(=NN2C2=CC=C(C=C2)C(F)(F)F)N2CC(CC2)NC(C=C)=O